[(Z)-2-chloro-3-(dimethylamino)prop-2-enylidene]-dimethyl-ammonium hexafluorophosphate F[P-](F)(F)(F)(F)F.Cl\C(\C=[N+](C)C)=C/N(C)C